ClC1=C(C(C=2C=CC(=NC2C1=O)C)=O)NC1=C(C=C(C=C1)N1CCN(CC1)C)OC 7-chloro-6-((2-methoxy-4-(4-methylpiperazin-1-yl)phenyl)amino)-2-methylquinoline-5,8-dione